N,4-dimethyl-1,2,3,4-tetrahydroquinoxaline-6-carboxamide CNC(=O)C=1C=C2N(CCNC2=CC1)C